ClC=1C(=NC(=NC1)NC)C1=CC=C2CN(C(C2=C1)=O)[C@@H](C(=O)N[C@H](C)C1=CC(=CC=C1)OC)CO (2R)-2-{6-[5-chloro-2-(methylamino)-pyrimidin-4-yl]-1-oxo-2,3-dihydro-1H-isoindol-2-yl}-3-hydroxy-N-[(1R)-1-(3-methoxyphenyl)ethyl]-propanamide